CC(C)C=1C=C2C=C(C=C(C2=CC1)S(=O)(=O)O)CCCC 6-(prop-2-yl)-3-butylnaphthalene-1-sulfonic acid